5-{2-[9-Azabicyclo[3.3.1]non-3-yl(methyl)amino][1,3]thiazolo[4,5-c]pyridin-6-yl}-2-methyl-2H-indazol-7-carbonitril C12CC(CC(CCC1)N2)N(C=2SC1=C(C=NC(=C1)C1=CC3=CN(N=C3C(=C1)C#N)C)N2)C